N-vinyl-2-pyrrolidinone C(=C)N1C(CCC1)=O